methyl (S)-4-(1-(3-(difluoromethyl)-1-methyl-5-(3-vinylphenoxy)-1H-pyrazole-4-carboxamido)ethyl)benzoate FC(C1=NN(C(=C1C(=O)N[C@@H](C)C1=CC=C(C(=O)OC)C=C1)OC1=CC(=CC=C1)C=C)C)F